3,3-Difluorocyclobutyl 5-methyl-2-((pyrazolo[1,5-a]pyrimidine-3-carboxamido)methyl)-benzofuran-7-carboxylate CC=1C=C(C2=C(C=C(O2)CNC(=O)C=2C=NN3C2N=CC=C3)C1)C(=O)OC1CC(C1)(F)F